(1-methoxyisopropoxy)-7-(trifluoromethylthio)-2,3-dihydro-1H-inden-1-one COC(C)(C)OC1C(C2=C(C=CC=C2C1)SC(F)(F)F)=O